((6-isopropyl-5-(1-methyl-1H-indazol-5-yl)-1H-pyrazolo[4,3-g]isoquinolin-8-yl)imino)dimethyl-λ6-sulfanone C(C)(C)C=1N=C(C2=CC3=C(C=C2C1C=1C=C2C=NN(C2=CC1)C)C=NN3)N=S(=O)(C)C